1-bromo-8-chloro-3-(2-methoxyethyl)imidazo[1,5-a]pyrazine BrC=1N=C(N2C1C(=NC=C2)Cl)CCOC